C(C)(C)(C)OC(=O)NC1=C(C(=NC=C1)C)C(=O)NCC(=O)OC Methyl 2-({4-[(tert-butoxycarbonyl)amino]-2-methylpyridin-3-yl}formamido)acetate